6-[4-(dimethylamino)-5,6-difluoro-8-(methylamino)-9H-pyrido[2,3-b]indol-3-yl]-1-[(1-ethylpyrrolidin-2-yl)methyl]-4-oxo-1,8-naphthyridine-3-carboxylic acid CN(C1=C(C=NC=2NC3=C(C=C(C(=C3C21)F)F)NC)C=2C=C1C(C(=CN(C1=NC2)CC2N(CCC2)CC)C(=O)O)=O)C